(R)-9-Oxo-8-(3-(3-(trifluoromethoxy)phenyl)isoxazol-5-yl)octahydro-2H-pyrazino[1,2-a]pyrazin O=C1N(CCN2[C@@H]1CNCC2)C2=CC(=NO2)C2=CC(=CC=C2)OC(F)(F)F